ClC(Cl)(Cl)OC(N(C)C1=CC=C(C=C1)OC(F)F)=O.C(C)(C)C1=C(C=C)C=CC(=C1)C(C)C 2,4-diisopropyl-styrene trichloromethyl-N-[4-(difluoromethoxy)phenyl]-N-methylcarbamate